OCC1=C(C=2C(C3=C(NC2N=C1)CC(CC3=O)(C)C)(C3=CC=CC=C3)C)C#N 3-(hydroxymethyl)-5,8,8-trimethyl-6-oxo-5-phenyl-5,6,7,8,9,10-hexahydrobenzo[b][1,8]naphthyridine-4-carbonitrile